C12COCC(CC1)O2 3,8-dioxa-bicyclo[3.2.1]octane